1-(4-chlorophenyl)-2,2-difluoroethan-1-amine hydrochloride salt Cl.ClC1=CC=C(C=C1)C(C(F)F)N